2-(7-((2S,5R)-4-(1-(2-(difluoromethyl)-4-fluorophenyl)ethyl)-2,5-diethylpiperazin-1-yl)-4-methyl-5-oxo-4,5-dihydropyrazolo[1,5-a]pyrimidin-2-yl)acetonitrile FC(C1=C(C=CC(=C1)F)C(C)N1C[C@@H](N(C[C@H]1CC)C1=CC(N(C=2N1N=C(C2)CC#N)C)=O)CC)F